COC=1C=C(C=CC1OC)C(C(=O)NCCC1=CC=NC=C1)NCCC1CCNCC1 2-(3,4-dimethoxyphenyl)-2-[(2-piperidine-4-ylethyl)amino]-N-(2-pyridine-4-ylethyl)acetamid